perfluoro-propylvinylether FC(=C(C(C(C(F)(F)F)(F)F)(F)F)F)OC(=C(F)C(C(C(F)(F)F)(F)F)(F)F)F